N[C@H](C(=O)O)[C@H](CC(=O)O)C (2S,3S)-2-amino-3-methylpentanedioic acid